N-[6-(3-aminoazetidin-1-yl)pyrido[3,2-d]pyrimidin-4-yl]-7-fluoro-1,2-benzothiazol-6-amine NC1CN(C1)C=1C=CC=2N=CN=C(C2N1)NC1=C(C2=C(C=NS2)C=C1)F